COC(=O)C=1C=C2C(=NC1)N(C(N2C2=CC=C(C=C2)F)=O)C2=CC(=CC=C2)OC(F)F 3-(3-(difluoromethoxy)phenyl)-1-(4-fluorophenyl)-2-oxo-2,3-dihydro-1H-imidazo[4,5-b]Pyridine-6-carboxylic acid methyl ester